C(#C)C1(CCCCC1)O 1-Ethyneyl-1-Cyclohexanol